ClC1=C2C(=NC=C1C1=CNC3=C(C=CC=C13)N1C(CNCC1)=O)NC[C@]21C[C@@H](CC1)C(=O)N (1R,3R)-4'-Chloro-5'-(7-(2-oxopiperazin-1-yl)-1H-indol-3-yl)-1',2'-dihydrospiro[cyclopentane-1,3'-pyrrolo[2,3-b]pyridine]-3-carboxamide